tert-butyl N-[(1S)-2-acetamido-1-[3-(3-fluorophenyl)-1,2,4-oxadiazol-5-yl]ethyl]carbamate C(C)(=O)NC[C@@H](C1=NC(=NO1)C1=CC(=CC=C1)F)NC(OC(C)(C)C)=O